C1(=CC=CC=C1)S(=O)(=O)OC1=C(C=CC=C1)NC(=O)NC1=C(C=CC=C1)OS(=O)(=O)CC N-[2-(phenylsulfonyloxy)phenyl]-N'-[2-(ethanesulfonyloxy)phenyl]urea